NC=1C2=C(N=CN1)N(C=C2C2=CC=C(C=C2)C2C=1N(CCC2)N(C(C1C(=O)N)=O)C1=CC=CC=C1)C1CNC1 (4-(4-amino-7-(azetidin-3-yl)-7H-pyrrolo[2,3-d]pyrimidin-5-yl)phenyl)-2-oxo-1-phenyl-1,2,4,5,6,7-hexahydropyrazolo[1,5-a]pyridine-3-carboxamide